Tert-Butyl (2S,3S)-3-((cyclopropylsulfonyl)amino)-2-((2-fluoro[biphenyl]-3-yl)methyl)pyrrolidine-1-carboxylate C1(CC1)S(=O)(=O)N[C@@H]1[C@@H](N(CC1)C(=O)OC(C)(C)C)CC=1C(=C(C=CC1)C1=CC=CC=C1)F